1-(6-Methoxy-5-methylpyridin-3-yl)-N-((1-methylpiperidin-3-yl)methyl)-4,5,7,8-tetrahydro-1H-oxepino[4,5-c]pyrazole-3-carboxamide, Formate salt C(=O)O.COC1=C(C=C(C=N1)N1N=C(C2=C1CCOCC2)C(=O)NCC2CN(CCC2)C)C